C(C)(C)(C)OC(=O)N[C@@H](CCC)C(=O)O t-butoxycarbonyl-norvaline